FC1=C(C(=C(C(=C1F)S(N)(=O)=O)F)F)S(=O)(=O)CCN(C([O-])=O)C1=CC=C(C=C1)OC 2-((2,3,5,6-tetrafluoro-4-sulfamoylphenyl)sulfonyl)ethyl(4-methoxyphenyl)carbamate